FC(S(=O)(=O)NC(=NC(C(C)N1C(C2=CC=CC=C2C1=O)=O)=O)SC)F N-[(difluoromethylsulfonylamino)-methylsulfanyl-methylene]-2-(1,3-dioxoisoindolin-2-yl)propanamide